octylenebis-acrylamide C(CCCCCCCC=CC(=O)N)C=CC(=O)N